tert-butyl (S)-1-((S)-1-((S)-2-(3-aminobenzylcarbamoyl)pyrrolidin-1-yl)-3,3-dimethyl-1-oxobutan-2-ylamino)-1-oxopropan-2-yl(methyl)carbamate NC=1C=C(CNC(=O)[C@H]2N(CCC2)C([C@H](C(C)(C)C)NC([C@H](C)N(C(OC(C)(C)C)=O)C)=O)=O)C=CC1